ethoxy-5-[(2R)-2-ethyl-4-[cis-4-(trifluoromethyl)cyclohexanecarbonyl]piperazin-1-yl]-N-[(3R)-1-methylpyrrolidin-3-yl]-[2,3'-bipyridine]-6-carboxamide C(C)OC=1C(=NC(=C(C1)N1[C@@H](CN(CC1)C(=O)[C@@H]1CC[C@@H](CC1)C(F)(F)F)CC)C(=O)N[C@H]1CN(CC1)C)C=1C=NC=CC1